tert-butyl ((1-(5-formyl-3-methylpyridin-2-yl)piperidin-4-yl)methyl)(methyl)carbamate C(=O)C=1C=C(C(=NC1)N1CCC(CC1)CN(C(OC(C)(C)C)=O)C)C